OC(CN1C=NC2=C(C1=O)C(=C(C(N2C)=O)F)NC2=C(C=C(C=C2)I)F)CO 3-(2,3-dihydroxypropyl)-6-fluoro-5-(2-fluoro-4-iodophenylamino)-8-methylpyrido[2,3-d]pyrimidine-4,7(3H,8H)-dione